sulfonyl-6-[3-[[1-(trifluoromethyl)cyclopropyl]methoxy]pyrazol-1-yl]-2-[(4S)-2,2,4-trimethylpyrrolidin-1-yl]pyridine-3-carboxamide S(=O)(=O)=NC(=O)C=1C(=NC(=CC1)N1N=C(C=C1)OCC1(CC1)C(F)(F)F)N1C(C[C@@H](C1)C)(C)C